1-(4-((4-((5-(6-fluoropyridin-3-yl)-2-methoxyphenyl)amino)-7-methoxyquinazolin-6-yl)oxy)piperidine-1-yl)prop-2-en-1-one FC1=CC=C(C=N1)C=1C=CC(=C(C1)NC1=NC=NC2=CC(=C(C=C12)OC1CCN(CC1)C(C=C)=O)OC)OC